3,3-difluoro-7,9-diazatricyclo[3.3.1.02,4]nonane FC1(C2C3CNCC(C12)N3)F